FC1(C(CN(CC1)C(=O)OCC1=CC=CC=C1)C=1C=NC(=C(C1)CO)OC)F benzyl 4,4-difluoro-3-(5-(hydroxymethyl)-6-methoxypyridin-3-yl)piperidine-1-carboxylate